6-(4-Ethyl-3-(hydroxymethyl)-5-oxo-4,5-dihydro-1H-1,2,4-triazol-1-yl)-7-fluoro-4-isopropyl-2-(2-methoxy-5-methylpyridin-4-yl)isoquinolin-1(2H)-one C(C)N1C(=NN(C1=O)C=1C=C2C(=CN(C(C2=CC1F)=O)C1=CC(=NC=C1C)OC)C(C)C)CO